[CH-]1C=CC=C1.[CH-]1C=CC=C1.[Zr+2] racemic-zirconocene